C1(=CC=CC=C1)CCC(=O)C1=CC=CC=C1 β-Phenylpropiophenone